N[C@@H]1[C@@H]([C@@H]2CC[C@H](C1)N2C2=C(N=C1C(=N2)NN=C1C=1C(=C2N=C(C=NC2=CC1)N(C)C)Cl)CO)F {6-[(1S,2S,3S,5R)-3-amino-2-fluoro-8-azabicyclo[3.2.1]octan-8-yl]-3-[5-chloro-3-(dimethylamino)quinoxalin-6-yl]-1H-pyrazolo[3,4-b]pyrazin-5-yl}methanol